N-((3-fluoropyridin-2-yl)methyl)-2-(2-((2-(5-(4-methoxyphenyl)-1H-benzo[d]imidazol-2-yl)ethyl)amino)ethyl)oxazole-4-carboxamide FC=1C(=NC=CC1)CNC(=O)C=1N=C(OC1)CCNCCC1=NC2=C(N1)C=CC(=C2)C2=CC=C(C=C2)OC